calcium methyl anthracenedisulfonate C=1(C(=CC=C2C=C3C=CC=CC3=CC12)S(=O)(=O)[O-])S(=O)(=O)OC.[Ca+2].COS(=O)(=O)C=1C(=CC=C2C=C3C=CC=CC3=CC12)S(=O)(=O)[O-]